Cobalt dichloride [Co](Cl)Cl